CC(CCN)(C)C trimethylpropan-1-amine